(R)-N-(1-cyanocyclopropyl)-3-(5-(difluoromethyl)-1,3,4-thiadiazol-2-yl)-8-(4-(1-fluorocyclopropane-1-carbonyl)-3-methylpiperazin-1-yl)imidazo[1,5-a]pyridine-6-sulfonamide C(#N)C1(CC1)NS(=O)(=O)C=1C=C(C=2N(C1)C(=NC2)C=2SC(=NN2)C(F)F)N2C[C@H](N(CC2)C(=O)C2(CC2)F)C